N=1C=C(N2C1C=CC=C2)[C@H]2CN(CCC2)C2=CC(=NC(=N2)C(C)C)N (R)-6-(3-(imidazo[1,2-a]pyridin-3-yl)piperidin-1-yl)-2-isopropylpyrimidin-4-amine